(R)-9-bromo-6,7-dichloro-1-methyl-2,3,4,5-tetrahydro-1H-pyrido[4,3-b]indole BrC=1C=2C3=C(NC2C(=C(C1)Cl)Cl)CCN[C@@H]3C